C1(=CC=CC=C1)N1C(N=CC2=C1N=CC=C2)=O Phenylpyrido[2,3-d]pyrimidin-2(1H)-one